O=S1(N(CC(N1)=O)C1=C(C=C(C(=O)N[C@H]2CNCCC2)C=C1O)F)=O (R)-4-(1,1-dioxido-4-oxo-1,2,5-thiadiazolidin-2-yl)-3-fluoro-5-hydroxy-N-(piperidin-3-yl)benzamide